2-(5-bromo-2-chlorophenyl)-1-methyl-1H-benzimidazole BrC=1C=CC(=C(C1)C1=NC2=C(N1C)C=CC=C2)Cl